tert-Butyl 3-((4-bromo-6-ethylquinolin-8-yl)methoxy)azetidine-1-carboxylate BrC1=CC=NC2=C(C=C(C=C12)CC)COC1CN(C1)C(=O)OC(C)(C)C